FC=1C=C(OC2=CC=C(C=N2)[C@H](C)NC(=O)C2=CC3=C(N(C(N3)=O)C)C=C2)C=CC1F (S)-N-(1-(6-(3,4-difluorophenoxy)pyridin-3-yl)ethyl)-1-methyl-2-oxo-2,3-dihydro-1H-benzimidazole-5-carboxamide